1-(4-nitrophenyl)-2-(trifluoromethyl)piperazine [N+](=O)([O-])C1=CC=C(C=C1)N1C(CNCC1)C(F)(F)F